N-({5,7-dichloro-6-[(5-methyl-3-isoxazolyl)methoxy]-2-indolyl}methyl)1-methylcyclopropanecarboxamide ClC=1C=C2C=C(NC2=C(C1OCC1=NOC(=C1)C)Cl)CNC(=O)C1(CC1)C